5-bromo-3-(trifluoromethyl)-1H-pyridin-2-one BrC=1C=C(C(NC1)=O)C(F)(F)F